C(C)OC(=O)C1=CC=CC=2OC(OC21)F fluorobenzo[d][1,3]dioxole-4-carboxylic acid ethyl ester